7,7'-Cyclohexane-1,1-diylbis(2,2,4-trimethyl-1,2-dihydroquinoline) C1(CCCCC1)(C1=CC=C2C(=CC(NC2=C1)(C)C)C)C1=CC=C2C(=CC(NC2=C1)(C)C)C